α-(N-tert-butoxycarbonyl-6-amino-1-hexyl)-α-methyl-1-methoxycarbonyl-3-indoleacetic acid methyl ester COC(C(C1=CN(C2=CC=CC=C12)C(=O)OC)(C)CCCCCCNC(=O)OC(C)(C)C)=O